[2H]C1(C(NC(C(N1)([2H])[2H])([2H])[2H])([2H])[2H])[2H] piperazine-D8